pentanoic acid (5-bromo-pyrazin-2-yl)-amide BrC=1N=CC(=NC1)NC(CCCC)=O